ClC=1C=C(OCC2=NN=C(S2)C2=C(C(=O)N)C(=CC(=N2)C)C2=C(C=CC=C2)OC)C=C(C1)Cl (5-((3,5-dichlorophenoxy)methyl)-1,3,4-thiadiazol-2-yl)-4-(2-methoxyphenyl)-6-methylnicotinamide